N-(adamantan-1-yl)-4-(2-fluorophenyl)-1H-pyrrole-2-carboxamide C12(CC3CC(CC(C1)C3)C2)NC(=O)C=2NC=C(C2)C2=C(C=CC=C2)F